1-methyl-2-((6-(2,2,2-trifluoroethoxy)benzo-[d]oxazol-2-yl)amino)-1H-benzo[d]imidazole-5-carboxylic acid CN1C(=NC2=C1C=CC(=C2)C(=O)O)NC=2OC1=C(N2)C=CC(=C1)OCC(F)(F)F